N-(1-((4,4-difluorocyclohexyl)methyl)-1H-pyrazol-3-yl)-4-iodo-2-(6-azaspiro[2.5]oct-6-yl)benzamide FC1(CCC(CC1)CN1N=C(C=C1)NC(C1=C(C=C(C=C1)I)N1CCC2(CC2)CC1)=O)F